[La].OC1=CC=C(C(C(=O)O)=C1)C(=O)O 5-hydroxyphthalic acid lanthanum